N-[3-(methylamino-phenyl-methylene)-2-oxo-2,3-dihydro-1H-indol-5-yl]-benzylamino-amide CNC(=C1C(NC2=CC=C(C=C12)[N-]NCC1=CC=CC=C1)=O)C1=CC=CC=C1